(R)-3-(1-acetyl-4-isopropoxypiperidin-4-yl)-5-((1-(3-(difluoromethyl)-2-fluorophenyl)ethyl)amino)-8-(3-(dimethylamino)prop-1-yn-1-yl)-1,7-dimethyl-1,6-naphthyridin-2(1H)-one C(C)(=O)N1CCC(CC1)(OC(C)C)C=1C(N(C2=C(C(=NC(=C2C1)N[C@H](C)C1=C(C(=CC=C1)C(F)F)F)C)C#CCN(C)C)C)=O